3-(Thiophen-2-ylthio)propanoic acid S1C(=CC=C1)SCCC(=O)O